(2S,4R)-1-((S)-2-(tert-butoxycarbonylamino)-3,3-dimethylbutanoyl)-4-hydroxypyrrolidine-2-carboxylic acid C(C)(C)(C)OC(=O)N[C@H](C(=O)N1[C@@H](C[C@H](C1)O)C(=O)O)C(C)(C)C